3-[4-(4-Hydroxybut-1-ynyl)-3-methyl-2-oxo-benzimidazol-1-yl]piperidine-2,6-dione OCCC#CC1=CC=CC=2N(C(N(C21)C)=O)C2C(NC(CC2)=O)=O